5,7-dichloro-N-methylimidazo[1,5-a]pyridine-1-carboxamide ClC1=CC(=CC=2N1C=NC2C(=O)NC)Cl